N6-(2,3-dihydro-1H-inden-4-yl)-5-fluoro-N3,N3-dimethyl-1H-pyrazolo[3,4-b]pyridine-3,6-diamine C1CCC2=C(C=CC=C12)NC1=C(C=C2C(=N1)NN=C2N(C)C)F